COC(=O)CSC1=NC(=C2C(=N1)N(N=C2)C)NCC2=CC=C(C=C2)S(=O)(=O)N 4-((6-methoxycarbonylmethylthio-1-methyl-1H-pyrazolo[3,4-d]pyrimidin-4-yl)aminomethyl)benzenesulfonamide